Tert-butyl N-[3-[(2S)-2-[[[2-(2,6-dioxo-3-piperidyl)-1,3-dioxo-isoindolin-4-yl]amino]methyl] morpholin-4-yl]propyl]-N-methyl-carbamate O=C1NC(CCC1N1C(C2=CC=CC(=C2C1=O)NC[C@H]1CN(CCO1)CCCN(C(OC(C)(C)C)=O)C)=O)=O